C(CCCCCCCCC)OCOCC/C=C/CC[Mg]I (3E)-6-(decyloxymethoxy)-3-hexenylmagnesium iodide